tert-butyl (1-(4-methyl-5-nitropyridin-2-yl)piperidin-4-yl)carbamate CC1=CC(=NC=C1[N+](=O)[O-])N1CCC(CC1)NC(OC(C)(C)C)=O